C12(C(=CC(CC1)C2)C(=O)O)C(=O)O bicyclo[2.2.1]heptenedicarboxylic acid